C(C1=CC=CC=C1)OC=1C(=C(C2=CC(=CC=C2C1)OCCC(CO)(C)C)F)N1CC(NS1(=O)=O)=O 5-[3-benzyloxy-1-fluoro-7-(4-hydroxy-3,3-dimethyl-butoxy)-2-naphthyl]-1,1-dioxo-1,2,5-thiadiazolidin-3-one